diethylene glycol mono-normal butyl ether C(CCC)OCCOCCO